Racemic-tert-butyl (2S)-2-fluoro-1,5-dimethyl-3-oxo-8-azabicyclo[3.2.1]octane-8-carboxylate F[C@H]1C2(CCC(CC1=O)(N2C(=O)OC(C)(C)C)C)C